1-(1-hydroxypropan-2-yl-1,1-d2)-5-(4-methoxybenzyl)-3-(trifluoromethyl)-1,5-dihydro-4H-pyrazolo[3,4-d]pyridazin-4-one OC(C(C)N1N=C(C2=C1C=NN(C2=O)CC2=CC=C(C=C2)OC)C(F)(F)F)([2H])[2H]